BrC=1C=C(C=C2CC=C(OC12)S(=O)(=O)CC)C 8-bromo-2-(ethylsulfonyl)-6-methyl-4H-chromen